carbonyl-sn-glycero-3-phosphorylcholine C(=O)=C(OP(OC[C@@H](CO)O)(=O)O)C[N+](C)(C)C